CN1N=C2C=CC(=CC2=C1C(=O)NC(C(F)(F)F)CO)OCC1=NC=CC=C1 2-methyl-5-[(pyridin-2-yl)methoxy]-N-(1,1,1-trifluoro-3-hydroxypropan-2-yl)-2H-indazole-3-carboxamide